NC1=NC=C(C2=C1C(=NN2[C@@H]2CN(CC2)C(C=C)=O)C#CC=2C=CC1=CN(N=C1C2)C2CC2)C(=O)C2CC2 (S)-1-(3-(4-amino-7-(cyclopropanecarbonyl)-3-((2-cyclopropyl-2H-indazol-6-yl)ethynyl)-1H-pyrazolo[4,3-c]pyridin-1-yl)pyrrolidin-1-yl)prop-2-en-1-one